OC1=C2C(=C3C(NC=NC3=C1)=O)OC(CC2)(C)C 5-hydroxy-2,2-dimethyl-3,4-dihydro-2H-pyrano[2,3-f]quinazolin-10(9H)-one